3-methoxy-4-{[3-(4-{[(1R,4R)-4-[(2-methoxyethyl)(methyl)amino]cyclohexyl]amino}-1-(2,2,2-trifluoroethyl)-1H-indol-2-yl)prop-2-yn-1-yl]amino}benzene-1-sulfonamide COC=1C=C(C=CC1NCC#CC=1N(C2=CC=CC(=C2C1)NC1CCC(CC1)N(C)CCOC)CC(F)(F)F)S(=O)(=O)N